C(C)(C)C=1C(=NNC1C=1C=C(C=2N(C1)N=CN2)C)C2CCC(CC2)NCC2(COC2)C 4-(4-isopropyl-5-(8-methyl-[1,2,4]triazolo[1,5-a]pyridin-6-yl)-1H-pyrazol-3-yl)-N-((3-methyloxetan-3-yl)methyl)cyclohexan-1-amine